bis(2,6-diisopropylphenyl)ethane-1,2-diimine C(C)(C)C1=C(C(=CC=C1)C(C)C)C(C(=N)C1=C(C=CC=C1C(C)C)C(C)C)=N